C(C)C1=NC(=CC=C1C=1C=C(C=C2C=C(NC12)C1=CCCNC1)C(=O)N1CCN(CC1)C1=NC=C(C=C1OC)F)C [7-(2-ethyl-6-methyl-3-pyridyl)-2-(1,2,3,6-tetrahydropyridin-5-yl)-1H-indol-5-yl]-[4-(5-fluoro-3-methoxy-2-pyridyl)piperazin-1-yl]methanone